N[C@H](C(=O)O)CCON L-2-amino-4-(aminoxy)butanoic acid